propyl-Propane Thiosulfate S(=S)(=O)(O)O.C(CC)CCC